(E)-4-fluorophenyl-3-(4-fluorophenoxy)-3-phenylacrylate FC1=CC=C(C=C1)OC(\C=C(/C1=CC=CC=C1)\OC1=CC=C(C=C1)F)=O